(2S,4R)-N-((S)-1-(2',6'-difluoro-[1,1'-biphenyl]-4-yl)ethyl)-4-hydroxy-1-((R)-3-methyl-2-(3-(piperidin-4-ylmethoxy)isoxazol-5-yl)butanoyl)pyrrolidine-2-carboxamide FC1=C(C(=CC=C1)F)C1=CC=C(C=C1)[C@H](C)NC(=O)[C@H]1N(C[C@@H](C1)O)C([C@H](C(C)C)C1=CC(=NO1)OCC1CCNCC1)=O